(R)-N-(3-cyclobutyl-5-(trifluoromethyl)pyrazolo[1,5-a]pyridin-2-yl)-3-cyclopropyl-3-hydroxybutanamide C1(CCC1)C=1C(=NN2C1C=C(C=C2)C(F)(F)F)NC(C[C@@](C)(O)C2CC2)=O